1-[[5-[5-(Trifluoromethyl)-1,2,4-oxadiazol-3-yl]pyridin-2-yl]methyl]-3,4-dihydro-1H-benzo[c][1,2]thiazine-2,2-dioxide FC(C1=NC(=NO1)C=1C=CC(=NC1)CN1S(CCC2=C1C=CC=C2)(=O)=O)(F)F